5-bromopentyl 4,4-bis(octyloxy)butanoate C(CCCCCCC)OC(CCC(=O)OCCCCCBr)OCCCCCCCC